3-({3-fluoro-2-[(methylsulfinyl)amino]pyridin-4-yl}methyl)-4-methyl-7-(prop-2-en-1-yloxy)chromen-2-one FC=1C(=NC=CC1CC=1C(OC2=CC(=CC=C2C1C)OCC=C)=O)NS(=O)C